COC1=C(C=CC(=C1)OC)CNC1=NN=C(C2=CC(=CC=C12)C1=C(C=CC(=C1)B1OC(C(O1)(C)C)(C)C)OC)C N-[(2,4-dimethoxyphenyl)methyl]-6-[2-methoxy-5-(4,4,5,5-tetramethyl-1,3,2-dioxaborolan-2-yl)phenyl]-4-methylphthalazin-1-amine